C1(=CC=CC=C1)P(C(C1(CC(=CC(=C1)C)C)C)=O)(C1=CC=CC=C1)=O diphenyl(1,3,5-trimethylbenzoyl)phosphine oxide